N-(1-(naphthalene-1-yl)vinyl)acetamide C1(=CC=CC2=CC=CC=C12)C(=C)NC(C)=O